2-fluoro-D-glucose F[C@@](C=O)(O)[C@@H](O)[C@H](O)[C@H](O)CO